7-fluoro-2-oxoindoline-4-carboxylic acid FC1=CC=C(C=2CC(NC12)=O)C(=O)O